O=C1NC(CCC1N1C(C2=CC=C(C=C2C1=O)N1CCN(CC1)CC1CCN(CC1)C1=CC=C(C=C1)[C@H]1[C@H](CCC2=CC(=CC=C12)O)C1=CC=CC=C1)=O)=O 2-(2,6-dioxopiperidin-3-yl)-5-(4-((1-(4-((R,2S)-6-hydroxy-2-phenyl-1,2,3,4-tetrahydronaphthalen-1-yl)phenyl)piperidin-4-yl)methyl)piperazin-1-yl)isoindoline-1,3-dione